6-[2-(4-benzo[d]isothiazol-3-yl-piperazin-1-yl)-ethyl]-6H-imidazo[1,2-c]pyrimidin-5-one S1N=C(C2=C1C=CC=C2)N2CCN(CC2)CCN2C(N1C(C=C2)=NC=C1)=O